C(#N)C1=C(C=C(C=C1)N1[C@H](O[C@@H](C1)C(=O)NC1=CC(=CC=C1)C#N)C(F)(F)F)C(F)(F)F (2R,5S)-3-(4-Cyano-3-(trifluoromethyl)phenyl)-N-(3-cyanophenyl)-2-(trifluoromethyl)oxazolidin-5-carboxamid